N(=[N+]=[N-])C[C@@H]([C@H]([C@@H](COS(=O)(=O)C1=CC=C(C=C1)C)NC(=O)OC(C)(C)C)O)C1CC1 (2R,3R,4S)-4-Methylbenzenesulfonic acid 5-azido-2-[(tert-butoxycarbonyl) amino]-4-cyclopropyl-3-hydroxypentyl ester